FC(C1=C(NC(C(=O)O)C)C=CC=C1)(F)F [2-(trifluoromethyl)anilino]propionic acid